1-(4-chlorobenzyl)-1H-1,2,4-triazole-3-carboxylic acid ClC1=CC=C(CN2N=C(N=C2)C(=O)O)C=C1